C1=CC2=C3C(=C1)C=CC4=C(C=CC(=C43)C=C2)C5=CC=C(C=C5)N(C6=CC=C(C=C6)C7=C8C=CC9=CC=CC1=C9C8=C(C=C1)C=C7)C1=CC=C(C=C1)C1=C2C=CC3=CC=CC4=C3C2=C(C=C4)C=C1 tris[4-(pyrenyl)-phenyl]amine